1-benzothiophen-2-ylacetic acid C1=CC=C2C(=C1)C=C(S2)CC(=O)O